E-coumarate C(\C=C\C1=CC=C(C=C1)O)(=O)[O-]